CC(C(=O)NC1=NC=C(C=C1)C1=NC(=CN=C1)C(F)(F)F)(C)C=1N=C(SC1)NS(=O)(=O)C 2-methyl-2-(2-(methylsulfonamido)thiazol-4-yl)-N-(5-(6-(trifluoromethyl)pyrazin-2-yl)pyridin-2-yl)propanamide